[Na].C(C(=O)C(=O)OCC)(=O)C(=O)OCC diethyl oxalyldicarboxylate sodium salt